N(=C=O)C=1C=C(C=C(C1)C(F)(F)F)NC(CC1=CC=CC=C1)=O N-(3-isocyanato-5-(trifluoromethyl)phenyl)-2-phenylacetamide